3,5'-dichloro-3'-fluoro-2'-(2-fluoro-3-(methylsulfonyl)phenyl)-6-methyl-2-oxo-2H-[1,4'-bipyridin]-4-yl trifluoromethanesulfonate FC(S(=O)(=O)OC1=C(C(N(C(=C1)C)C1=C(C(=NC=C1Cl)C1=C(C(=CC=C1)S(=O)(=O)C)F)F)=O)Cl)(F)F